(2R,3S,5R)-5-(6-Amino-2-fluoro-9H-purin-9-yl)-2-((((S)-(((S)-1-(2-ethylbutoxy)-1-oxopropan-2-yl)amino)(phenoxy)phosphoryl)oxy)methyl)-2-ethynyltetrahydrofuran-3-yl nonanoate C(CCCCCCCC)(=O)O[C@@H]1[C@@](O[C@H](C1)N1C2=NC(=NC(=C2N=C1)N)F)(C#C)CO[P@](=O)(OC1=CC=CC=C1)N[C@H](C(=O)OCC(CC)CC)C